OC1=C(C(=O)[O-])C=CC=C1.[Mn+2].OC1=C(C(=O)[O-])C=CC=C1 manganese hydroxybenzoate